ClC1=C(C(=O)NC2=NN=NN2C)C=CC(=C1S(=O)(=O)C)C(F)(F)F 2-chloro-3-(methylsulfonyl)-N-(1-methyl-1H-tetrazol-5-yl)-4-(trifluoromethyl)benzamide